BrC=1C(=NC=NC1C(F)F)NC1=CC(=C(C=C1)OC1=CC2=C(N(C=N2)C)C=C1)C 5-bromo-6-(difluoromethyl)-N-(3-methyl-4-((1-methyl-1H-benzo[d]imidazol-5-yl)oxy)phenyl)pyrimidin-4-amine